C(C1=CC=CC=C1)OC=1C=C(C2=CC=CC=C2C1)C1C(CC=2C(NC(NC2C1)=O)=O)C 7-(3-(benzyloxy)naphthalen-1-yl)-6-methyl-5,6,7,8-tetrahydroquinazoline-2,4(1H,3H)-dione